N1-(1-(2-((2-(1-(Cyclopropylsulfonyl)-1H-pyrazol-4-yl)pyrimidin-4-yl)amino)-5-((1-methyl-1H-pyrazol-4-yl)ethynyl)pyridin-4-yl)piperidin-4-yl)-N2,N2-dimethylethane-1,2-diamine C1(CC1)S(=O)(=O)N1N=CC(=C1)C1=NC=CC(=N1)NC1=NC=C(C(=C1)N1CCC(CC1)NCCN(C)C)C#CC=1C=NN(C1)C